BrC=1C=C2C(=NC1)N(N=C2C=2C=C(N)C=CC2)COCC[Si](C)(C)C 3-(5-bromo-1-((2-(trimethylsilyl)ethoxy)methyl)-1H-pyrazolo[3,4-b]pyridin-3-yl)aniline